N-(4'-amino-3,3'-dimethoxy-[1,1'-biphenyl]-4-yl)-2-(2-(2-bromoethoxy)ethoxy)acetamide NC1=C(C=C(C=C1)C1=CC(=C(C=C1)NC(COCCOCCBr)=O)OC)OC